N-[(4-fluorophenyl)methyl]-N-methyl-3-(pyrrolidin-3-yl)-1-(thiophene-2-carbonyl)-1H-pyrazol-5-amine FC1=CC=C(C=C1)CN(C1=CC(=NN1C(=O)C=1SC=CC1)C1CNCC1)C